O(C1=CC=CC=C1)C1=C(C2=CC=CC=C2C=C1)CCl (phenoxy)-1-(chloromethyl)naphthalene